C1(=CC=CC=C1)CS(=O)(=O)OC1=C(OC(C1=O)([2H])C1=C(C=CC=C1OC)OC)N 2-amino-5-(2,6-dimethoxyphenyl)-4-oxo-4,5-dihydrofuran-3-yl-5-d phenylmethanesulfonate